1-methoxy-10H-indolo[1,2-a]indol-10-one COC1=C2C=C3N(C2=CC=C1)C=1C=CC=CC1C3=O